FC(C(=O)O)(F)F.C(C)(=O)N1C2=C(NC(CC1)=O)C=C(C=C2)C2=C(C(=CC=C2)C2=CC(=NO2)N2CCNCC2)O 5-Acetyl-8-(2-hydroxy-3-(3-(piperazin-1-yl)isoxazol-5-yl)phenyl)-4,5-dihydro-1H-benzo[b][1,4]diazepin-2(3H)-one 2,2,2-trifluoroacetate